6-bromo-8-fluoro-2,7-dimethyl-imidazo[1,2-a]pyridine BrC=1C(=C(C=2N(C1)C=C(N2)C)F)C